2-((S)-1-oxo-2,7-diazaspiro[4.4]nonan-2-yl)acetamide O=C1N(CC[C@@]12CNCC2)CC(=O)N